(4s)-(R)-N6-cyclohexyl-N4-(1-(3-(difluoromethyl)-2-fluorophenyl)ethyl)-2-methylpyrido[2,3-d]Pyrimidine-4,6-diamine C1(CCCCC1)NC1=CC2=C(N=C(N=C2N[C@H](C)C2=C(C(=CC=C2)C(F)F)F)C)N=C1